C(CC(O)(C(=O)[O-])CC(=O)[O-])(=O)[O-].[Co+2].ClC1=NC(=CN=C1)C(=C)C.C(CC(O)(C(=O)[O-])CC(=O)[O-])(=O)[O-].[Co+2].[Co+2] 2-chloro-6-(prop-1-en-2-yl)pyrazin Cobalt (II) citrat